BrC1=CN=C(C2=CC(=NC=C12)Cl)C(C)C 4-Bromo-7-chloro-1-isopropyl-2,6-naphthyridine